O1C(SC2=C1C=CC=C2)CC(=O)C2=CC(=CC=C2)OC 2-(benzo[d][1,3]oxathiol-2-yl)-1-(3-methoxyphenyl)ethan-1-one